O1COC2=C1C=CC(=C2)CCC2=NN=C1SCC(=NN12)C1=CC(=CC=C1)F 3-[2-(1,3-Benzodioxole-5-yl)ethyl]-6-(3-fluorophenyl)-7H-[1,2,4]triazolo[3,4-b][1,3,4]thiadiazine